3-(4-(3,9-diazaspiro[5.5]undecan-3-ylmethyl)-3-methyl-2-oxo-2,3-dihydro-1H-benzo[d]imidazol-1-yl)piperidine-2,6-dione C1CN(CCC12CCNCC2)CC2=CC=CC=1N(C(N(C12)C)=O)C1C(NC(CC1)=O)=O